C(CCCCCC)C1=C(C(=O)ONCCO)C=CC(=C1)OCCCCC ((2-hydroxyethyl) amino) heptyl-4-pentoxybenzoate